C(CCCCCCC)OCC(=O)O 2-(octyloxy)acetic acid